methyl-(S)-2-((4-bromo-5-fluoro-2-oxopyridin-1(2H)-yl)methyl)-1-(oxetan-2-ylmethyl)-1H-benzo[d]imidazole-6-carboxylic acid methyl ester COC(=O)C=1C=C(C2=C(N(C(=N2)CN2C(C=C(C(=C2)F)Br)=O)C[C@H]2OCC2)C1)C